bis(2,4-ditert-butyl-phenyl)pentaerythritol diphosphite OP(O)OP(O)O.C(C)(C)(C)C1=C(C=CC(=C1)C(C)(C)C)C(O)(C(CO)(CO)CO)C1=C(C=C(C=C1)C(C)(C)C)C(C)(C)C